NCCC[Si]([O-])(C)C aminopropyl-dimethylsilanolate